N4-(3-chloro-2-fluorophenyl)-7-((5,7-dimethyl-2-oxa-5-azaspiro[3.4]octan-7-yl)ethynyl)quinazoline-4,6-diamine ClC=1C(=C(C=CC1)NC1=NC=NC2=CC(=C(C=C12)N)C#CC1(CN(C2(COC2)C1)C)C)F